hydroxyisoxazole-3,5-dicarboxamide OC=1C(=NOC1C(=O)N)C(=O)N